C[C@H]1N(CCOC1)C1=NC2=C(N=CC=C2C(=C1)C1=CC=NN1C1COC1)C1=CC=NN1 2-[(3R)-3-methylmorpholin-4-yl]-4-[1-(oxetan-3-yl)-1H-pyrazol-5-yl]-8-(1H-pyrazol-5-yl)-1,7-naphthyridine